(Z)-1-(4-amino-2-fluorobut-2-en-1-yl)-3-(4-(N,N-dimethylsulfamoyl)benzyl)-2-methyl-1H-indole-5-carboxamide hydrochloride Cl.NC\C=C(\CN1C(=C(C2=CC(=CC=C12)C(=O)N)CC1=CC=C(C=C1)S(N(C)C)(=O)=O)C)/F